phenyl-piperazin-2-one C1(=CC=CC=C1)N1C(CNCC1)=O